5-[4-[2-[1-[5-bromo-3-(trifluoromethyl)-2-pyridyl]-4-piperidyl]ethyl]piperazin-1-yl]-2-(2,6-dioxo-3-piperidyl)isoindoline-1,3-dione BrC=1C=C(C(=NC1)N1CCC(CC1)CCN1CCN(CC1)C=1C=C2C(N(C(C2=CC1)=O)C1C(NC(CC1)=O)=O)=O)C(F)(F)F